OCCNC(CCCOC1=CC=CC=C1)=O N-(2-hydroxyethyl)-4-phenoxybutyramide